C(C=C)[Na] monoallyl-sodium